2-(2-ethoxyethoxy)ethyl dichlorophosphite P(OCCOCCOCC)(Cl)Cl